cetyl-ethyl-trimethyl-ammonium bromide [Br-].C(CCCCCCCCCCCCCCC)C[N+](C)(C)CC